magnesium biotinate C(CCCC[C@@H]1SC[C@@H]2NC(=O)N[C@H]12)(=O)[O-].[Mg+2].C(CCCC[C@@H]1SC[C@@H]2NC(=O)N[C@H]12)(=O)[O-]